C1(=CC=CC=C1)N1C=2C=CC=CC2C2(C3=CC=CC=C3OC=3C=CC(=CC23)Br)C2=CC=CC=C12 10-phenyl-2'-bromo-10H-spiro[acridine-9,9'-xanthene]